5-fluoro-N-(4-(1,2,3,6-tetrahydropyridin-4-yl)phenyl)isoindoline-2-carboxamide FC=1C=C2CN(CC2=CC1)C(=O)NC1=CC=C(C=C1)C=1CCNCC1